FC(C=1C=C(C=CC1)N1C(NC(C1)=O)=O)(F)F 1-[3-(trifluoromethyl)phenyl]imidazolidine-2,4-dione